(R)-(4-(5-(2-cyclobutylethyl)-2,5-dihydro-1H-pyrrol-3-yl)-2-(1,1-dioxido-4-oxo-1,2,5-thiadiazolidin-2-yl)-3-fluorophenoxy)methyl isobutyrate C(C(C)C)(=O)OCOC1=C(C(=C(C=C1)C=1CN[C@@H](C1)CCC1CCC1)F)N1S(NC(C1)=O)(=O)=O